(1s,4s)-4-((3-(2-chloro-4-(pyridin-4-oxy)benzoyl)-1H-pyrrolo[2,3-b]pyridin-4-yl)amino)cyclohexane-1-carboxylic acid ClC1=C(C(=O)C2=CNC3=NC=CC(=C32)NC3CCC(CC3)C(=O)O)C=CC(=C1)OC1=CC=NC=C1